2-[4-(3-acetamido-2-formylphenyl)pyrazol-1-yl]-N-[(2E)-1-(2-hydroxy-2-methylpropyl)-6-[(4-methylpiperazin-1-yl)methyl]-3H-1,3-benzodiazol-2-ylidene]pyridine-4-carboxamide C(C)(=O)NC=1C(=C(C=CC1)C=1C=NN(C1)C1=NC=CC(=C1)C(=O)/N=C/1\NC2=C(N1CC(C)(C)O)C=C(C=C2)CN2CCN(CC2)C)C=O